pyrazol-5-amine N1N=CC=C1N